FC(C(=O)O)(F)F.CC1=CC(=NC=C1OC1CCN(CC1)[C@H](C)C1=CC=CC=C1)S(=O)(=O)NC=1N=CSC1 (R)-4-methyl-5-((1-(1-phenylethyl)piperidin-4-yl)oxy)-N-(thiazol-4-yl)pyridine-2-sulfonamide trifluoroacetate salt